(1,7-dimethyl-1H-indazol-3-yl)propan-2-amine CN1N=C(C2=CC=CC(=C12)C)CC(C)N